NCC1(CCCC1)C(=O)N1[C@H](CCC1)C(=O)NC=1SC2=C(N1)C=CC(=C2)OC(F)(F)F (R)-1-(1-(aminomethyl)cyclopentane-1-carbonyl)-N-(6-(trifluoromethoxy)benzo[d]thiazol-2-yl)pyrrolidine-2-carboxamide